(S)-N-(2-((6-oxo-5-(Trifluoromethyl)-1,6-dihydropyridazin-4-yl)amino)propoxy)-2-(8-(5-(trifluoromethyl)pyrimidin-2-yl)-2,8-Diazaspiro[4.5]decan-2-yl)acetamide O=C1C(=C(C=NN1)N[C@H](CONC(CN1CC2(CC1)CCN(CC2)C2=NC=C(C=N2)C(F)(F)F)=O)C)C(F)(F)F